O=C1NC(CCC1N1C(C2=CC=C(C=C2C1=O)N1CCN(CC1)CCOC1CCN(CC1)C=1C=NC(=CC1)[N+](=O)[O-])=O)=O 2-(2,6-dioxopiperidin-3-yl)-5-(4-(2-((1-(6-nitropyridin-3-yl)piperidin-4-yl)oxy)ethyl)piperazin-1-yl)isoindoline-1,3-dione